ClC=1C=C(C=CC1C(F)(F)F)N1CC2=CC=CC(=C2CC1)OC N-(3-Chloro-4-(trifluoromethyl)phenyl)-5-methoxy-3,4-dihydroisoquinoline